selenium diethyl-dithiocarbamic acid C(C)N(C(S)=S)CC.[Se]